tert-butyl 4-((6-(2-allyl-6-(methylsulfinyl)-3-oxo-2,3-dihydro-1H-pyrazolo[3,4-d]pyrimidin-1-yl)pyridin-2-yl)oxy)-2,2-dimethylpiperidine-1-carboxylate C(C=C)N1N(C2=NC(=NC=C2C1=O)S(=O)C)C1=CC=CC(=N1)OC1CC(N(CC1)C(=O)OC(C)(C)C)(C)C